benzo[1,2-d]thiazol-6-ol S1C=NC2=C1C=C(C=C2)O